O1CCO[C@H]2[C@H]1CNC2 (4aR,7aR)-hexahydro-5H-[1,4]dioxino[2,3-c]pyrrole